S(=O)(=O)(OC1=CC(N(C=2N(C(N(C(C21)=O)C)=O)C)C)=O)C2=CC=C(C)C=C2 1,3,8-trimethyl-2,4,7-trioxo-1,2,3,4,7,8-hexahydropyrido[2,3-d]pyrimidine-5-yl tosylate